NC1=CC(=C(OC2=C(C(=NC=C2)N)C=2C=NN(C2)C)C=C1)F 4-(4-amino-2-fluorophenoxy)-3-(1-methyl-1H-pyrazol-4-yl)pyridine-2-amine